[Co].[Au] Gold-Cobalt